C1=CC=CC=2C3=CC=CC=C3C(C12)COC(=O)N[C@H](C(=O)NCCS(=O)(=O)O)CCC(OC1=C(C(=C(C(=C1F)F)F)F)F)=O (S)-2-(2-((((9H-fluoren-9-yl)methoxy)carbonyl)amino)-5-oxo-5-(perfluorophenoxy)pentanamido)ethane-1-sulfonic acid